OC[C@@H]1CC[C@H](CC1)SCC1=NC2=C(C=CC=C2C(N1)=O)C 2-(((trans-4-(Hydroxymethyl)cyclohexyl)thio)methyl)-8-methylquinazolin-4(3H)-one